2,3-dihydro-1,3-benzoxazole-2-thione O1C(NC2=C1C=CC=C2)=S